tert-Butyl [trans-3-[(6-methylpyridin-3-yl)oxy]cyclobutyl]carbamate CC1=CC=C(C=N1)O[C@@H]1C[C@H](C1)NC(OC(C)(C)C)=O